C1=C2C(=NN=N1)C=NN2 PYRAZOLOTRIAZINE